NC1=C(C=2C(=NC=C(C2S1)F)C=1C2=C(C=3C=NC(=NC3C1F)N1CC(CC1)N1CCN(C3(CC3)C1)C)COC2)C#N 2-Amino-7-fluoro-4-(5-fluoro-3-(3-(4-methyl-4,7-diazaspiro[2.5]octan-7-yl)pyrrolidin-1-yl)-7,9-dihydrofuro[3,4-f]quinazolin-6-yl)thieno[3,2-c]pyridine-3-carbonitrile